(1r,2s)-2-hydroxy-1,2-diphenylethane-1-aminium O[C@H]([C@H]([NH3+])C1=CC=CC=C1)C1=CC=CC=C1